1-[(2R,5R)-5-(aminooxymethyl)-4-[tert-butyl(dimethyl)silyl]oxy-3-methoxy-tetrahydrofuran-2-yl]pyrimidine-2,4-dione NOC[C@@H]1C(C([C@@H](O1)N1C(NC(C=C1)=O)=O)OC)O[Si](C)(C)C(C)(C)C